NC=1C=C2C=CNC(C2=CC1)=O 6-aminoisoquinolin-1(2H)-one